((1r,4r)-4-(6-((2-methyl-5-(trifluoromethyl)-1,2,3,4-tetrahydroisoquinolin-7-yl)amino)-1H-pyrazolo[3,4-d]pyrimidin-1-yl)cyclohexyl)methanol CN1CC2=CC(=CC(=C2CC1)C(F)(F)F)NC1=NC=C2C(=N1)N(N=C2)C2CCC(CC2)CO